(5S,7S)-2-(2-ethoxyethyl)-7-fluoro-5-phenyl-6,7-dihydro-5H-pyrrolo[1,2-b][1,2,4]triazole C(C)OCCC=1N=C2N(N1)[C@@H](C[C@@H]2F)C2=CC=CC=C2